4-(1H-pyrazol-4-yl)pyridin-2(1H)-one N1N=CC(=C1)C1=CC(NC=C1)=O